COC(=O)C1=CC=NC2=CC=C(C=C12)OCCOCCNC(=O)OC(C)(C)C.FC1C(C1)C(=O)NC=1SC2=C(N1)C=CC(=C2)C2=C(C=CC=C2)C=C 2-fluoro-N-(6-(2-vinylphenyl)benzo[d]thiazol-2-yl)cyclopropane-1-carboxamide Methyl-6-(2-(2-((tert-butoxycarbonyl)amino)ethoxy)ethoxy)quinoline-4-carboxylate